4-(bromomethyl)styrene BrCC1=CC=C(C=C)C=C1